C(C)(C)(C)OC(N(C)[C@H](CCN1CCOCC1)C1=NN(C(=C1Br)CC)C)=O.[Cu+] |r| copper(I) (rac)-N-[1-(4-bromo-5-ethyl-1-methyl-1H-pyrazol-3-yl)-3-(morpholin-4-yl)propyl]-N-methylcarbamic acid tert-butyl ester